1,4-bis[phenylamino]anthracen-9,10-dione C1(=CC=CC=C1)NC1=CC=C(C=2C(C3=CC=CC=C3C(C12)=O)=O)NC1=CC=CC=C1